Cl.FC(C1=NN(C(=C1)C(=O)N[C@H](C)C1=CC(=NO1)C1=CC(=NC=C1)CC)C)F (R)-3-(difluoromethyl)-N-(1-(3-(2-ethylpyridin-4-yl)isoxazol-5-yl)ethyl)-1-methyl-1H-pyrazole-5-carboxamide hydrochloride